OCC(CO)(C)NC(=O)C1=C(OC2=C1C=C(C=C2)OCC2=NC=NC=C2)C N-(1,3-dihydroxy-2-methylpropan-2-yl)-2-methyl-5-(pyrimidin-4-ylmethoxy)benzofuran-3-carboxamide